N,N-bis(4-tert-amylcyclohexyl)-5-(4-tert-butylcyclohexylcarbonylamino)-isophthalamide C(C)(C)(CC)C1CCC(CC1)N(C(C1=CC(C(=O)N)=CC(=C1)NC(=O)C1CCC(CC1)C(C)(C)C)=O)C1CCC(CC1)C(C)(C)CC